(7-(2-chloro-3-methoxyphenyl)-2-azaspiro[3.5]non-2-yl)((1s,3s)-3-hydroxy-3-methylcyclobutyl)methanone ClC1=C(C=CC=C1OC)C1CCC2(CN(C2)C(=O)C2CC(C2)(C)O)CC1